1,3-cyclohexanediene C1=CC=CCC1